C(C)(C)(C)OC(=O)N[C@]1(CN(CC1)CCCC(=O)O)C (R)-4-(3-((tert-butoxycarbonyl)amino)-3-methylpyrrolidin-1-yl)butanoic acid